COC=1C=C2C(=NC(=NC2=CC1OC)C)NC(C)C1=CC=C(S1)C1=C(C=CC=C1)C(C(F)(F)F)O 1-[2-(5-{1-[(6,7-dimethoxy-2-methylquinazolin-4-yl)amino]ethyl}thiophen-2-yl)phenyl]-2,2,2-trifluoroethanol